CN(C(C)=O)CC(=O)O 2-(N-METHYLACETAMIDO)ACETIC ACID